BrC=1C=NC=2N(C1)N=CN2 6-bromo-[1,2,4]triazolo[1,5-a]pyrimidine